N-(3-methoxybenzyl)-N-(4-(pyrrolidin-1-yl)benzyl)aniline COC=1C=C(CN(C2=CC=CC=C2)CC2=CC=C(C=C2)N2CCCC2)C=CC1